C[C@H]1CN(CCN1)C(=O)C=1NC(=CC1)C=1C=NN(C1)C1=CC=CC=C1 (3S)-3-methyl-1-[5-(1-phenyl-1H-pyrazol-4-yl)-1H-pyrrole-2-carbonyl]piperazine